C(C)(C)NC(=O)C1=C(C(=C2N(C(CN(S2(=O)=O)C)C(=O)O)C1=O)C1=CC(=CC=C1)C(F)(F)F)CC1=CC=CC2=CC=CC=C12 7-(isopropylcarbamoyl)-2-methyl-8-(naphthalen-1-ylmethyl)-6-oxo-9-(3-(trifluoromethyl)phenyl)-3,4-dihydro-2H,6H-pyrido[1,2-e][1,2,5]thiadiazine-4-carboxylic acid 1,1-dioxide